BrC=1C=C(C(=CC1OC1COC1)N)N 4-bromo-5-(oxetan-3-yloxy)benzene-1,2-diamine